C(C)N1C2=NC(=NC(=C2N=C1C1=CC(N(CC1)C)=O)N1CCOCC1)C1=CC(=CC=C1)C1=NN(C=C1)C 4-(9-ethyl-2-(3-(1-methyl-1H-pyrazol-3-yl)phenyl)-6-morpholino-9H-purin-8-yl)-1-methyl-5,6-dihydropyridin-2(1H)-one